3-(4-((1S,4S,5R)-5-((5-cyclopropyl-3-(2,6-dichlorophenyl)isoxazol-4-yl)methoxy)-2-azabicyclo[2.2.1]heptan-2-yl)-3-fluorophenyl)-N-(methylsulfonyl)propanamide C1(CC1)C1=C(C(=NO1)C1=C(C=CC=C1Cl)Cl)CO[C@H]1[C@@H]2CN([C@H](C1)C2)C2=C(C=C(C=C2)CCC(=O)NS(=O)(=O)C)F